N-(2-((5-amino-2-(1H-pyrazol-5-yl)thieno[3,2-b]pyridin-7-yl)amino)ethyl)-N-methylacetamide NC1=CC(=C2C(=N1)C=C(S2)C2=CC=NN2)NCCN(C(C)=O)C